N-(1-(9-fluoro-5H-pyrido[3',2':4,5]pyrano[2,3-b]quinoxalin-11-yl)ethylidene)-2-methylpropane-2-sulfinamide FC=1C=C(C=2N=C3C(=NC2C1)OCC1=C3C=CC=N1)C(C)=NS(=O)C(C)(C)C